n-triacontyl ethanoate C(C)(=O)OCCCCCCCCCCCCCCCCCCCCCCCCCCCCCC